C(C)(C)(C)OC(CN1C(C=2C(=NC=CC2C1)Br)=O)=O (4-bromo-3-oxo-1H-pyrrolo[3,4-c]pyridin-2-yl)acetic acid tert-butyl ester